8-Bromo-4-(isoxazol-3-yl)-1-(4-methoxybenzyl)-1,3-dihydro-2H-benzo[b]azepin-2-one BrC=1C=CC2=C(N(C(CC(=C2)C2=NOC=C2)=O)CC2=CC=C(C=C2)OC)C1